pentachlorophenol sodium salt [Na].ClC1=C(C(=C(C(=C1O)Cl)Cl)Cl)Cl